2-(acrylamidoethoxy)-(2-(trimethylammonio) ethyl) phosphate P(=O)(OCC([N+](C)(C)C)OCCNC(C=C)=O)([O-])[O-]